(R)-2-(2-(2-isopropylphenyl)-4-((7-methoxy-2,3-dihydrobenzofuran-5-yl)methyl)piperazin-1-yl)-7-azaspiro[3.5]nonane C(C)(C)C1=C(C=CC=C1)[C@H]1N(CCN(C1)CC=1C=C(C2=C(CCO2)C1)OC)C1CC2(C1)CCNCC2